CC(CCCO)O 4-methyl-1,4-butanediol